COC(=O)C1=CC(=NN1[C@@H](CNC(=O)OC(C)(C)C)C)C(=O)OC dimethyl-(R)-1-(1-((tert-butoxycarbonyl)amino)propan-2-yl)-1H-pyrazole-3,5-dicarboxylic acid